COC=1C=CC(=C(C(=O)O)C1)N1C2=CC=CC=C2SC=2C=CC=CC12 5-methoxy-2-(10H-phenothiazin-10-yl)benzoic acid